(S)-ethyl 8-(6-((R)-1-(4'-(acetamidomethyl)-3-(3-methyl-1H-pyrazol-1-yl)-[1,1'-biphenyl]-4-yl)-2,2,2-trifluoroethoxy)-2-aminopyrimidin-4-yl)-2,8-diazaspiro[4.5]decane-3-carboxylate C(C)(=O)NCC1=CC=C(C=C1)C1=CC(=C(C=C1)[C@H](C(F)(F)F)OC1=CC(=NC(=N1)N)N1CCC2(C[C@H](NC2)C(=O)OCC)CC1)N1N=C(C=C1)C